CC=1C(=C(C(=O)OC=2C(=CC=C3C=CC=NC23)C(C2=NC=CC=N2)N2CCOCC2)C=CC1C1=NOC(C1)(C(F)(F)F)C1=CC(=CC(=C1)C(F)F)C(F)F)C 7-(morpholino(pyrimidin-2-yl)methyl)quinolin-8-ol methyl-4-[5-[3,5-bis(difluoromethyl)phenyl]-5-(trifluoromethyl)-4H-isoxazol-3-yl]-2-methyl-benzoate